CN(C)CC1CN(CCC1(O)C=1C=C(C(=O)N)C=CC1)CC1=CSC=C1 syn-3-[3-[(Dimethylamino)methyl]-4-hydroxy-1-[(thiophen-3-yl)methyl]piperidin-4-yl]benzamid